3-methyluridine CN1C(N([C@H]2[C@H](O)[C@H](O)[C@@H](CO)O2)C=CC1=O)=O